O.C(CCC(=O)O)(=O)O.CNC1CNC1.CNC1CNC1.O N-methylazetidin-3-amine hemisuccinate monohydrate